O=C1N(C(CC1)=O)OC(CCCN1C(C=CC1=O)=O)=O 4-(2,5-dioxo-2,5-dihydro-1H-pyrrol-1-yl)butanoic acid 2,5-dioxopyrrolidin-1-yl ester